Raffinose OC[C@H]1O[C@H](OC[C@H]2O[C@H](O[C@]3(CO)O[C@H](CO)[C@@H](O)[C@@H]3O)[C@H](O)[C@@H](O)[C@@H]2O)[C@H](O)[C@@H](O)[C@H]1O